[(thiophen-2-yl)methyl]-7H-pyrrolo[2,3-d]pyrimidin-4-amine hydrochloride Cl.S1C(=CC=C1)CC=1N=C(C2=C(N1)NC=C2)N